C(C)(C)(C)OC(N(C)CCCCCCCO)=O (7-Hydroxyheptyl)(methyl)carbamic acid tert-butyl ester